C(C)(C)N1CCN(CC1)C1=C(C=C(C=C1)B1OC(C(O1)(C)C)(C)C)C 1-Isopropyl-4-[2-methyl-4-(4,4,5,5-tetramethyl-1,3,2-dioxaborolan-2-yl)phenyl]piperazine